(2S,4R)-N-(4-ethynyl-2-hydroxybenzyl)-4-hydroxypyrrolidine-2-carboxamide C(#C)C1=CC(=C(CNC(=O)[C@H]2NC[C@@H](C2)O)C=C1)O